FC(OC=1C=C(C=CC1)C1=NN(C=2C[C@@H](CCC12)C(=O)NC1(CS(C1)(=O)=O)CC)C(C)C)F (R)-3-(3-(difluoromethoxy)phenyl)-N-(3-ethyl-1,1-dioxidothietan-3-yl)-1-isopropyl-4,5,6,7-tetrahydro-1H-indazole-6-carboxamide